(3s,4r)-4-[(6-chloro-5-methyl-1,2,4-triazin-3-yl)amino]-3-methyloxane-3-ol ClC1=C(N=C(N=N1)N[C@H]1[C@@](COCC1)(O)C)C